(R or S)-tert-butyl 1-((R or S)-2-(3-chloro-4-(dimethylcarbamoyl)phenoxy)propyl)-6-azaspiro[2.5]octane-6-carboxylate ClC=1C=C(O[C@@H](C[C@H]2CC23CCN(CC3)C(=O)OC(C)(C)C)C)C=CC1C(N(C)C)=O |o1:5,7|